Tert-butyl (10-((2-(2,6-dioxopiperidin-3-yl)-1,3-dioxoisoindolin-4-yl)amino)decyl)carbamate O=C1NC(CCC1N1C(C2=CC=CC(=C2C1=O)NCCCCCCCCCCNC(OC(C)(C)C)=O)=O)=O